C(C=CC1=CC=CC=C1)(=O)NCC(=O)N cinnamoylglycinamide